rac-(5R,7R)-N-(2,2-Difluoroethyl)-7-fluoro-N-(2-methoxyethyl)-5-phenyl-6,7-dihydro-5H-pyrrolo[1,2-b][1,2,4]triazol-2-carboxamid FC(CN(C(=O)C=1N=C2N(N1)[C@H](C[C@H]2F)C2=CC=CC=C2)CCOC)F |r|